C(C)(C)(C)OC(N(CCCCOCC#C)C)=O methyl-(4-(prop-2-yn-1-yloxy)butyl)carbamic acid tert-butyl ester